Silyl-AminoBoron [SiH3][B]N